(+)-methoxy-menthyl-acetic acid COC(C(=O)O)C1CC(CCC1C(C)C)C